C(C)OC1=CC=C(C=C1)N1[C@H]2CCN([C@@H](C1)CC2(C)C)C(=O)NCCO (1R,5S)-6-(4-ethoxyphenyl)-N-(2-hydroxyethyl)-9,9-dimethyl-2,6-diazabicyclo[3.2.2]nonane-2-carboxamide